BrC=1C=C(C=CC1)N1C(C(CCC1)CO)=O 1-(3-bromophenyl)-3-(hydroxymethyl)piperidin-2-one